O[C@@H]1C[C@H](N(C1)C(C(C(C)C)N1N=CC(=C1)O)=O)C(=O)N[C@@H](C)C1=CC=C(C=C1)C1=C(N=CS1)C (2S,4R)-4-hydroxy-1-(2-(4-hydroxy-1H-pyrazol-1-yl)-3-methylbutanoyl)-N-((S)-1-(4-(4-methylthiazol-5-yl)phenyl)ethyl)pyrrolidine-2-carboxamide